C(C)(C)(C)OC(=O)N1C(CC1)CN1CCN(CC1)C1=CC(=C(C=C1)N)OC ((4-(4-amino-3-methoxyphenyl)piperazin-1-yl)methyl)azetidine-1-carboxylic acid tert-butyl ester